p-benzenesulfonamide C1=CC=C(C=C1)S(=O)(=O)N